ClC1=CC(=C(C=C1)C1=NC(=CC=2C1=NC(=C(N2)C)C)N2C[C@H](OCC2)C=2C=NN(C2)C2CC2)F (2R)-4-[5-(4-chloro-2-fluoro-phenyl)-2,3-dimethyl-pyrido[3,4-b]pyrazin-7-yl]-2-(1-cyclopropylpyrazol-4-yl)morpholine